2-(cyclopropylamino)-8-(4-(difluoromethoxy)phenyl)pteridine-7(8H)-one C1(CC1)NC1=NC=2N(C(C=NC2C=N1)=O)C1=CC=C(C=C1)OC(F)F